FC1=C(C=C(C(=C1C(C=1C=C2N=C(C=NC2=CC1)N1CCOCC1)O)F)F)NC(C(C)(C)C)=O N-(2,4,5-trifluoro-3-(hydroxy(3-morpholinoquinoxalin-6-yl)methyl)phenyl)pivalamide